CC1=CC=C(OCCN)C=C1 2-(4-methylphenoxy)ethylamine